C(C)(C)(C)OC(=O)N1CC(C(CC1)=O)N1C(C2=CC=CC=C2C1=O)=O 3-(1,3-dioxoisoindolin-2-yl)-4-oxo-piperidine-1-carboxylic acid tert-butyl ester